N1(CCC1)CCN 2-(azetidin-1-yl)ethan-1-amine